OC1=C(C=CC(=C1)O)C(\C=C\C1=CC=C(C=C1)CC)=O (E)-1-(2,4-Dihydroxyphenyl)-3-(4-ethylphenyl)prop-2-en-1-one